COC1=CC=C2C(=NC=NC2=C1)N1CC(C1)CCCS(=O)(=O)N 3-(1-(7-methoxyquinazolin-4-yl)azetidin-3-yl)propane-1-sulfonamide